(3-aminopropyl)-3-((tert-butyldimethylsilyl)oxy)-13-methyl-7,8,9,11,12,13,14,15,16,17-decahydro-6H-cyclopenta[a]phenanthren-17-ol NCCCC1=CC(=CC=2CCC3C4CCC(C4(CCC3C12)C)O)O[Si](C)(C)C(C)(C)C